N-(2-aminoethyl)-4-((2-((tert-butoxycarbonyl)amino)ethyl)amino)-N-(4-((2-((tert-butoxycarbonyl)amino)ethyl)amino)-4-oxobutyl)-N-methyl-4-oxobutan-1-aminium NCC[N+](CCCC(=O)NCCNC(=O)OC(C)(C)C)(C)CCCC(=O)NCCNC(=O)OC(C)(C)C